benzyl 2,2,2-trifluoro-1-(4-(4-oxo-4H-pyrazolo[3,4-d]pyrimidin-1(7H)-yl)phenyl)ethylcarbamate FC(C(C1=CC=C(C=C1)N1N=CC2=C1NC=NC2=O)NC(OCC2=CC=CC=C2)=O)(F)F